dimethyl[(2-{5-methylpyrazolo[1,5-a]pyridin-7-yl}-3-{[(CIS)-4-phenylcyclohexyl]oxy}propyl)sulfamoyl]amine CN(S(NCC(CO[C@@H]1CC[C@@H](CC1)C1=CC=CC=C1)C1=CC(=CC=2N1N=CC2)C)(=O)=O)C